ClC1=C(C=CC=C1)N1C(N=C(C2=CC(=C(C=C12)C(F)(F)F)C(F)F)NC)=O 1-(2-Chlorophenyl)-6-(difluoromethyl)-4-(methylamino)-7-(trifluoromethyl)quinazolin-2(1H)-one